C1(=CC=CC=C1)COC1=CC(=CC=C1)C(=C)C1CC1 1-(phenylmethyloxy)-3-(1-cyclopropylvinyl)benzene